3-(naphthalene-2-ylmethoxy)-N-(pyridin-3-yl)thiophene-2-carboxamide C1=C(C=CC2=CC=CC=C12)COC1=C(SC=C1)C(=O)NC=1C=NC=CC1